CN1C(N(C=2C1=CC=1C(=NN=C(C1C2)N[C@H](C)C2=C(C(=CC=C2)C(CO)(F)F)C)C)C2(CC2)C)=O 1,8-dimethyl-3-(1-methylcyclopropyl)-5-[[(1R)-1-[3-(1,1-difluoro-2-hydroxy-ethyl)-2-methyl-phenyl]ethyl]amino]imidazo[4,5-g]phthalazin-2-one